N1C=CC(C2=CC=CN=C12)=O [1,8]Naphthyridine-4(1H)-one